tert-butyl-{3-(6-fluoropyridin-3-yl) prop-2-yn-1-yl}carbamate C(C)(C)(C)OC(NCC#CC=1C=NC(=CC1)F)=O